CC1=C(C(=O)P(C2=CC=CC=C2)C2=CC=CC=C2)C(=CC(=C1)C)C 2,4,6-TRIMETHYLBENZOYL-DIPHENYL-PHOSPHINE